N=C1C(N(C2=CC(=CC=C12)C(F)(F)F)C(C1=CC=CC=C1)(C1=CC=CC=C1)C1=CC=CC=C1)=O 3-Imino-6-(trifluoromethyl)-1-tritylindolin-2-one